4-[[5-[4-(pentafluoro-lambda6-sulfanyl)phenyl]tetrazol-2-yl]methyl]benzenecarbohydroxamic acid FS(C1=CC=C(C=C1)C=1N=NN(N1)CC1=CC=C(C=C1)C(=O)NO)(F)(F)(F)F